bis(1,3-bis(Nonanoyloxy)propan-2-yl) 5-((4-(dimethylamino) butanoyl)oxy)nonanedioate HCl Salt Cl.CN(CCCC(=O)OC(CCCC(=O)OC(COC(CCCCCCCC)=O)COC(CCCCCCCC)=O)CCCC(=O)OC(COC(CCCCCCCC)=O)COC(CCCCCCCC)=O)C